C(C1=CC=CC=C1)OCC1CC(C1)O 3-(benzyloxymethyl)cyclobutanol